7-chloro-8-methoxy-5H-isochromeno[3,4-d]thiazole ClC=1C(=CC2=C(C1)COC=1N=CSC12)OC